CS(=O)C=1C=C(C(=O)N2C3CC3CC2C(=O)N)C=CC1 2-(3-(methylsulfinyl)benzoyl)-2-azabicyclo[3.1.0]Hexane-3-carboxamide